(2R)-2,5,7,8-tetramethyl-2-[(4R,8R)-4,8,12-trimethyltridecyl]chroman-6-ol C[C@@]1(OC2=C(C(=C(C(=C2CC1)C)O)C)C)CCC[C@@H](CCC[C@@H](CCCC(C)C)C)C